N1=CC(=CC=C1)CN1N=C(C=C1)C=1C=C(C=CC1NC1CC(NCC1)=O)C1=CC=CC=C1 4-((3-(1-(pyridin-3-ylmethyl)-1H-pyrazol-3-yl)-[1,1'-biphenyl]-4-yl)amino)piperidin-2-one